Cl.O=C1NC(CC[C@@H]1C=1C=CC(=NC1)N1C[C@@H](CC1)CCC(=O)O)=O |r| 3-[(3RS)-1-[5-[(3RS)-2,6-dioxopiperidin-3-yl]pyridin-2-yl]pyrrolidin-3-yl]propanoic acid HCl salt